Br.Br.C(CC)N1CCNCC1 1-propylpiperazine dihydrobromide